Cl.IC=1N=C(N2C1C(=NC=C2)N)[C@@H]2CNCC2 1-iodo-3-[(3S)-pyrrolidin-3-yl]imidazo[1,5-a]pyrazin-8-amine hydrochloride